1-[(2H-1,3-benzodioxol-5-yl)carbonyl]piperidin O1COC2=C1C=CC(=C2)C(=O)N2CCCCC2